N-methyl-1,2-oxazole-5-carboxamide CNC(=O)C1=CC=NO1